iso-propyl salicylate C(C=1C(O)=CC=CC1)(=O)OC(C)C